2-(3-((1-(4-(trifluoromethyl)phenyl)cyclobutoxy)carbonyl)but-3-enoyloxy)acetic acid FC(C1=CC=C(C=C1)C1(CCC1)OC(=O)C(CC(=O)OCC(=O)O)=C)(F)F